COC1=NC=CC=C1C=1C=NN2C1N=C(C=C2)N2CC(C2)N(C(OC(C)(C)C)=O)C 1,1-dimethylethyl N-[1-[3-(2-methoxy-3-pyridinyl) pyrazolo[1,5-a]pyrimidin-5-yl]-3-azetidinyl]-N-methylcarbamate